tert-butyl 5-cyano-7,8-dihydro-1,6-naphthyridine-6(5H)-carboxylate C(#N)C1C=2C=CC=NC2CCN1C(=O)OC(C)(C)C